2-(1-cyclobutyl-1H-benzo[d]imidazol-2-yl)-4-(isoxazol-4-ylcarbamoyl)-1-methyl-6-oxo-1,6-dihydropyrimidin-5-yl pivalate C(C(C)(C)C)(=O)OC1=C(N=C(N(C1=O)C)C1=NC2=C(N1C1CCC1)C=CC=C2)C(NC=2C=NOC2)=O